3-allyl-5,5-dimethylhexanolactam C(C=C)C1CC(=O)NCC(C1)(C)C